4-Methoxyphenyl-(E)-3-(4-methoxyphenyl)acrylat COC1=CC=C(C=C1)OC(\C=C\C1=CC=C(C=C1)OC)=O